2-benzyl-2-((6-(4-fluoro-6-methyl-1H-benzo[d][1,2,3]triazol-1-yl)-1-(tetrahydro-2H-pyran-2-yl)-1H-indazol-3-yl)methoxy)malonic acid diethyl ester C(C)OC(C(C(=O)OCC)(OCC1=NN(C2=CC(=CC=C12)N1N=NC2=C1C=C(C=C2F)C)C2OCCCC2)CC2=CC=CC=C2)=O